FC1=CC=C(C=C1)S(=O)(=O)NC(=O)C1=CC2=C(OCO2)C=C1 N-((4-fluorophenyl)sulfonyl)benzo[d][1,3]dioxole-5-carboxamide